N1=CC=C(C=C1)OC1(C=2C(=NC=N1)NNC2)N 4-(pyridin-4-yloxy)-1H-pyrazolo[3,4-d]pyrimidin-4-amine